C1(CCC1)C(=O)N1[C@@H](CN(CC1)C1=NC(=NC=C1C#N)C=1C=NN(C1)C)C 4-[(3R)-4-(cyclobutylcarbonyl)-3-methylpiperazin-1-yl]-2-(1-methyl-1H-pyrazol-4-yl)pyrimidine-5-carbonitrile